ClC=1C(=C(C=C(C1)CC)N1CCN(CC1)C[C@H]1N(C[C@@H](C1)O)CCC(C(=O)N(C)C)(C1=CC=CC=C1)C1=CC=CC=C1)OC 4-((2S,4R)-2-((4-(3-chloro-5-ethyl-2-methoxyphenyl)piperazin-1-yl)methyl)-4-hydroxypyrrolidin-1-yl)-N,N-dimethyl-2,2-diphenylbutanamide